8-hydroperoxy-eicosatetraenoic acid O(O)C(C=CC=CC=CC(=O)O)=CCCCCCCCCCCC